benzo[b]thiophen-7-ol S1C2=C(C=C1)C=CC=C2O